CN1CCC(CC1)NC1=CC=C2CCNCC2=C1 N-(1-Methylpiperidin-4-yl)-1,2,3,4-tetrahydroisoquinolin-7-amine